5-nitroisophthalaldehyde bisthiosemicarbazone N(NC(=S)N)=CC1=CC(C=NNC(=S)N)=CC(=C1)[N+](=O)[O-]